1-(6Z,9Z,12Z,15Z-octadecatetraenoyl)-glycero-3-phospho-(1'-sn-glycerol) CC/C=C\C/C=C\C/C=C\C/C=C\CCCCC(=O)OC[C@H](COP(=O)(O)OC[C@H](CO)O)O